4-((3-hydroxy-3-methyltetrahydro-2H-pyran-4-yl)oxy)-2-(methylsulfinyl)pyrimidine-5-carbonitrile OC1(COCCC1OC1=NC(=NC=C1C#N)S(=O)C)C